Cl.N1(CCNCC1)C=1C=C(C=CC1)NC1C(NC(CC1)=O)=O 3-((3-(piperazin-1-yl)phenyl)amino)piperidine-2,6-dione hydrochloride